1-(3-bromophenyl)-4-iodo-1H-imidazole BrC=1C=C(C=CC1)N1C=NC(=C1)I